O=C1N(C(C2=CC=CC=C12)=O)C[C@H]1[C@@H](N(C[C@@H](C1=O)C)C(=O)OCC1=CC=CC=C1)C benzyl (2S,3S,5S)-3-[(1,3-dioxoisoindolin-2-yl)methyl]-2,5-dimethyl-4-oxo-piperidine-1-carboxylate